C(CC)[In](CCC)CCC tripropylindium